(S)-N-(4-(3-amino-1-methyl-6-(6-oxohexahydropyrrolo[1,2-a]pyrazin-2(1H)-yl)-1H-indazol-4-yl)phenyl)-4-ethoxy-1-(4-fluorophenyl)-2-oxo-1,2-dihydropyridine-3-carboxamide NC1=NN(C2=CC(=CC(=C12)C1=CC=C(C=C1)NC(=O)C=1C(N(C=CC1OCC)C1=CC=C(C=C1)F)=O)N1C[C@H]2N(CC1)C(CC2)=O)C